8-(4-(1-(tert-butyl)-3-(4-chloro-3-fluorophenyl)-1H-pyrrolo[2,3-b]pyridine-6-carbonyl)-3,3-dimethylpiperazin-1-yl)-8-oxooctanoic acid C(C)(C)(C)N1C=C(C=2C1=NC(=CC2)C(=O)N2C(CN(CC2)C(CCCCCCC(=O)O)=O)(C)C)C2=CC(=C(C=C2)Cl)F